Cl.ClCC1=NC=CC=C1CC(F)(F)F 2-(chloromethyl)-3-(2,2,2-trifluoroethyl)pyridine hydrochloride